ethyl (2S)-4-oxo-1-[(1R)-1-phenylethyl]piperidine-2-carboxylate O=C1C[C@H](N(CC1)[C@H](C)C1=CC=CC=C1)C(=O)OCC